2-(2-hydroxy-4-diethylaminobenzoyl)benzoic acid OC1=C(C(=O)C2=C(C(=O)O)C=CC=C2)C=CC(=C1)N(CC)CC